FC=1C=C2C(=CNC2=CC1F)C[C@@H]1N(CCC1)C (R)-5,6-difluoro-3-((1-methylpyrrolidin-2-yl)methyl)-1H-indole